4-(Trifluoromethyl)benzyl trifluoromethanesulfinate FC(S(=O)OCC1=CC=C(C=C1)C(F)(F)F)(F)F